C(C1=CC=CC=C1)(=O)NC(N(C1=C(NC=C1)C(=O)OCC)CC1=C(C=C(C=C1)Cl)C1N(CCOC1)C(=O)OC(C)(C)C)=S tert-Butyl 3-(2-((3-benzoyl-1-(2-(ethoxycarbonyl)-1H-pyrrol-3-yl)thioureido)methyl)-5-chlorophenyl)morpholine-4-carboxylate